FC=1C=2N(C=C(C1)C1=CNC=3N=C(N=C(C31)OC)NC3CCC(CC3)(C)OC)C=CN2 5-(8-fluoroimidazo[1,2-a]pyridin-6-yl)-4-methoxy-N-(cis-4-methoxy-4-methylcyclohexyl)-7H-pyrrolo[2,3-d]pyrimidin-2-amine